CC1=C(C=CC=C1NC(C1=NC=C(C(=C1)OC)CN1C[C@H](CC1)O)=O)C1=C(C(=CC=C1)NC(C1=NC=C(C(=C1)OC)CN1C[C@H](CC1)O)=O)C N,N'-(2,2'-dimethyl-[1,1'-biphenyl]-3,3'-diyl)bis(5-(((S)-3-hydroxypyrrolidin-1-yl)methyl)-4-methoxypicolinamide)